C(#N)C=1C(=CC2=C(N(C(=N2)NC=2C=C(C(=O)NO)C=CC2)C(C)C)C1)C(F)(F)F 3-(6-cyano-1-isopropyl-5-(trifluoromethyl)-1H-benzo[d]imidazol-2-ylamino)-N-hydroxybenzamide